ClC1=C(C=C(C=C1)N1CC=2N(C(C1)(C)C)N=C(C2)C(=O)N2C(CN(CC2)C2=CC=C(C=N2)CC(=O)O)(C)C)F 2-(6-(4-(5-(4-chloro-3-fluorophenyl)-7,7-dimethyl-4,5,6,7-tetrahydropyrazolo[1,5-a]pyrazine-2-carbonyl)-3,3-dimethylpiperazin-1-yl)pyridin-3-yl)acetic acid